tert-butyl 4-{[(3S)-6-fluoro-3-methyl-8-[5-(trifluoromethyl)-1,2,4-oxadiazol-3-yl]-3,5-dihydro-2H-1,4-benzoxazepin-4-yl] carbonyl}-4-methylpiperidine-1-carboxylate FC1=CC(=CC2=C1CN([C@H](CO2)C)C(=O)C2(CCN(CC2)C(=O)OC(C)(C)C)C)C2=NOC(=N2)C(F)(F)F